C(=O)(O)C=1C=C(C=CC1C(=O)O)C1=CC=C(C=N1)C(=O)O 6-(3,4-dicarboxyphenyl)-3-pyridinecarboxylic acid